O=C1OCC=2C=C(C=C(C3=NNC4=CC=C(OCCCN1)C=C34)C2)N2CCC(CC2)C#N 1-{9-oxo-8,14-dioxa-10,19,20-triazatetracyclo[13.5.2.12,6.018,21]tricosa-1(20),2,4,6(23),15,17,21-heptaen-4-yl}piperidine-4-carbonitrile